O1N=C(C2=C1C=CC=C2)C(C)(C)S(=O)(=O)N 2-(1,2-Benzooxazol-3-yl)propane-2-sulphonamide